3-fluoro-N-methyl-5-(5-((3-methyl-2,4-dioxo-1,2,3,4-tetrahydrothieno[3,2-d]pyrimidin-6-yl)methyl)-2,5-diazabicyclo[4.1.0]heptan-2-yl)picolinamide FC=1C(=NC=C(C1)N1C2CC2N(CC1)CC1=CC=2NC(N(C(C2S1)=O)C)=O)C(=O)NC